COC(=O)C=1C=CC2=C(C=C(S2)C)C1OCC1=CC=C(C=C1)C(F)(F)F.C1(=CC=CC2=CC=CC=C12)N(C1=CC=C(C=C1)C1=CC=C(N(C2=CC=CC=C2)C2=CC=CC3=CC=CC=C23)C=C1)C1=CC=CC=C1 N,N'-bis(naphthalen-1-yl)-N,N'-diphenyl-benzidine methyl-2-methyl-4-[[4-(trifluoromethyl)phenyl]methoxy]benzothiophene-5-carboxylate